5-(5-amino-4-methyl-3-(pyridin-4-yl)-1H-pyrazol-1-yl)-3-(4-chlorophenyl)-5-oxopentanoic acid NC1=C(C(=NN1C(CC(CC(=O)O)C1=CC=C(C=C1)Cl)=O)C1=CC=NC=C1)C